C[C@@H]1CC[C@@H](CN1)NC(OC(C)(C)C)=O tert-butyl ((3S,6R)-6-methylpiperidin-3-yl)carbamate